3-ethyl-3-hydroxymethyl-oxetane C(C)C1(COC1)CO